C(C)N(CC)[Si](Cl)(C)C (N,N-diethyl)aminodimethyl-chlorosilane